CNCC=1N=C(C2=C(N1)SC=N2)C2=CC=C(C=C2)OC(F)(F)F N-methyl-1-[7-[4-(trifluoromethoxy)phenyl]thiazolo[5,4-d]pyrimidin-5-yl]methanamine